ClC1=C(CN2CCN(CC2)C)C=CC(=C1)[N+](=O)[O-] 1-(2-chloro-4-nitrobenzyl)-4-methylpiperazine